C[C@@H]1C(=O)O[C@@H]1C cis-2,3-dimethyl-β-propiolactone